FC=1C=CC2=C(N(C(N2)=O)CC2=CC=C(C=C2)CC(=O)NC)C1 (4-((6-fluoro-2-oxo-2,3-dihydro-1H-benzo[d]imidazol-1-yl)methyl)phenyl)-N-methylacetamide